ClC1=CC=C(C(=N1)C=1C=NN(C1)C)NC(C)C=1C=2C3=C(N(C(C2C=C(C1)C)=O)C)N(N=C3)CC3CCN(CC3)C(=O)OCC3=CC=CC=C3 benzyl 4-((9-(1-((6-chloro-2-(1-methyl-1H-pyrazol-4-yl)pyridin-3-yl)amino)ethyl)-4,7-dimethyl-5-oxo-4,5-dihydro-3H-pyrazolo[3,4-c]isoquinolin-3-yl)methyl)piperidine-1-carboxylate